6-[4-(2-aminoethoxy)phenyl]-N-[4-(trifluoromethoxy)phenyl]pyrimidin-4-amine NCCOC1=CC=C(C=C1)C1=CC(=NC=N1)NC1=CC=C(C=C1)OC(F)(F)F